N-(4-cyclohexyl)piperazin-amide tert-butyl-2-(((tert-butyldiphenylsilyl)oxy)methyl)-6-formylpiperidine-1-carboxylate C(C)(C)(C)OC(=O)N1C(CCCC1C=O)CO[Si](C1=CC=CC=C1)(C1=CC=CC=C1)C(C)(C)C.C1CCC(CC1)NC(=O)N1CCNCC1